methyl (R)-1-((2-chloro-9-((2R,3R,4S)-3,4-dihydroxytetrahydrothiophen-2-yl)-9H-purin-6-yl)amino)-2,3-dihydro-1H-indene-4-carboxylate ClC1=NC(=C2N=CN(C2=N1)[C@@H]1SC[C@H]([C@H]1O)O)N[C@@H]1CCC=2C(=CC=CC12)C(=O)OC